C(C1=CC=CC=C1)(=O)OC1C2(CCC(=C(C(C(C3(C1C1(C(OC1)CC3O)CC(=O)[O-])C)=O)CC(=O)[O-])C2(C)C)C)O 12-(benzoyloxy)-4,11-dihydroxy-4a,8,13,13-tetramethyl-5-oxo-3,4,4a,5,6,9,10,11,12,12a-decahydro-1H-7,11-methanocyclodeca[3,4]benzo[1,2-b]oxete-6,12b(2aH)-diyldiacetate